(2-((3-((Dimethylamino)methyl)-4-(tetrahydrofuran-3-yl)phenyl)amino)-8-(4-methylpyridin-3-yl)quinazolin-5-yl)carbamic acid tert-butyl ester C(C)(C)(C)OC(NC1=C2C=NC(=NC2=C(C=C1)C=1C=NC=CC1C)NC1=CC(=C(C=C1)C1COCC1)CN(C)C)=O